O[C@@H](C)C1=CC(=NC=C1)NC(OC(C)(C)C)=O tert-butyl (S)-(4-(1-hydroxyethyl)-pyridin-2-yl)carbamate